aspartic acid N,N-diacetic acid C(CN([C@@H](CC(=O)O)C(=O)O)CC(=O)O)(=O)O